tert-butyl (1-(5-((diphenylmethylene)amino)pyridin-3-yl)propyl)carbamate C1(=CC=CC=C1)C(C1=CC=CC=C1)=NC=1C=C(C=NC1)C(CC)NC(OC(C)(C)C)=O